O-allyloxyamine C(C=C)ON